[BiH]1CCC1 bismetane